sulfur oxysulfide O=S.[S]